5-methyl-aminomethyl-2-thio-uridine CC=1C(NC(N([C@]2([C@H](O)[C@H](O)[C@@H](CO)O2)CN)C1)=S)=O